C(=O)O.C(C=C)(=O)N1[C@H](CN(CC1)C1=NC(=NC=2C=C(CCC12)C1=CC=CC2=CC=CC(=C12)C)OC[C@H]1N(CCC1)C)CC#N 2-((S)-1-acryloyl-4-(7-(8-methylnaphthalen-1-yl)-2-(((S)-1-methylpyrrolidin-2-yl)methoxy)-5,6-dihydroquinazolin-4-yl)piperazin-2-yl)acetonitrile formate